2-{3-[(3R)-3-(cyclobutylamino)pyrrolidin-1-yl]-1,2,4-triazin-6-yl}-5-(1H-pyrazol-4-yl)phenol C1(CCC1)N[C@H]1CN(CC1)C=1N=NC(=CN1)C1=C(C=C(C=C1)C=1C=NNC1)O